Cl.NCC1=CC=C(C(=O)NCC2=CC=C(C=C2)OCC(=O)N2C[C@@H]([C@H](C2)O)O)C=C1 4-(aminomethyl)-N-(4-(2-((3S,4S)-3,4-dihydroxypyrrolidin-1-yl)-2-oxoethoxy)benzyl)benzamide hydrochloride